C(C)(C)(C)C1=NC=NC=C1OCC(=O)O 2-((4-(tert-butyl)pyrimidin-5-yl)oxy)acetic acid